sodium (diallylamino)methylphosphonate C(C=C)N(CC=C)CP([O-])([O-])=O.[Na+].[Na+]